2-(trimethylsilyl)ethyl-N6-(tert-butoxycarbonyl)-L-lysinate C[Si](CCOC([C@@H](N)CCCCNC(=O)OC(C)(C)C)=O)(C)C